FC(OC1=CC=C(C=C1)S(=O)(=O)N1[C@H]2CC(C[C@@H]1CC2)NCCC(C)O)F rac-4-(((1R,3s,5S)-8-((4-(difluoromethoxy)phenyl)sulfonyl)-8-azabicyclo[3.2.1]oct-3-yl)amino)butan-2-ol